3-(ethyl-(tetrahydro-2H-pyran-4-yl)amino)-2-methyl-N-((6-methyl-4-(methylthio)-2-oxo-1,2-dihydropyridin-3-yl)methyl)benzamide C(C)N(C=1C(=C(C(=O)NCC=2C(NC(=CC2SC)C)=O)C=CC1)C)C1CCOCC1